bis(4-((1,3-bis((2,2-dimethylheptanoyl)oxy)propan-2-yl)oxy)-4-oxobutyl)ammonium chloride [Cl-].CC(C(=O)OCC(COC(C(CCCCC)(C)C)=O)OC(CCC[NH2+]CCCC(OC(COC(C(CCCCC)(C)C)=O)COC(C(CCCCC)(C)C)=O)=O)=O)(CCCCC)C